(R)-4-(4-(1-(4-(5-chloro-2-(4-chloro-1H-1,2,3-triazol-1-yl)phenyl)-5-methoxy-2-oxopyridin-1(2H)-yl)propyl)-1H-1,2,4-triazol-2-yl)benzoic acid ClC=1C=CC(=C(C1)C1=CC(N(C=C1OC)[C@H](CC)N1CN(NC1)C1=CC=C(C(=O)O)C=C1)=O)N1N=NC(=C1)Cl